1-methyl-7-nitro-5-(4,4,5,5-tetramethyl-1,3,2-dioxaborolan-2-yl)-1H-indazole CN1N=CC2=CC(=CC(=C12)[N+](=O)[O-])B1OC(C(O1)(C)C)(C)C